2-(2,4,6-trimethylcyclohex-3-en-1-yl)-1,3-dioxolane-4-carbaldehyde CC1C(C(CC(=C1)C)C)C1OCC(O1)C=O